OCCN(CCCCCCCC(=O)N(CCCCCCCCCCCC)CCCCCCCCCCCC)CCCCCCCC(=O)N(CCCCCCCCCCCC)CCCCCCCCCCCC 8,8'-((2-Hydroxyethyl)Azanediyl)Bis(N,N-Didodecyloctanamide)